[4-(3,6-diphenyl-9H-carbazole-9-yl)butyl]phosphonic acid C1(=CC=CC=C1)C=1C=CC=2N(C3=CC=C(C=C3C2C1)C1=CC=CC=C1)CCCCP(O)(O)=O